ClC=1C(=NC(=NC1)NC1=C(C=C(C=C1)N1CCC(CC1)NC(CCOC1=C2C(N(C(C2=CC=C1)=O)C1C(NC(CC1)=O)=O)=O)=O)OC)NC1=C(C=CC=C1)P(=O)(OC)OC N-(1-(4-((5-chloro-4-((2-(dimethylphosphono)phenyl)amino)pyrimidin-2-yl)amino)-3-methoxyphenyl)piperidin-4-yl)-3-((2-(2,6-dioxopiperidin-3-yl)-1,3-dioxoisoindolin-4-yl)oxy)propionamide